2-AMINOPYRIMIDIN NC1=NC=CC=N1